FC=1C=C2[C@H](NC=3C=CN4N=CC(C(NCC5(OC2=C(C1)C5)CO)=O)=C4N3)C (3R)-6-fluoro-11-(hydroxymethyl)-3-methyl-10-oxa-2,13,17,18,21-pentaazapentacyclo[13.5.2.18,11.04,9.018,22]tricosa-1(21),4,6,8,15(22),16,19-heptaen-14-one